N-phenyl-N-butyl-N'-(3-(1-(tert-butyl)-1,2,3,6-tetrahydropyridin-4-yl)-1H-indol-5-yl)urea C1(=CC=CC=C1)N(C(=O)NC=1C=C2C(=CNC2=CC1)C=1CCN(CC1)C(C)(C)C)CCCC